COC1(CCN(CC1)C=1C2=C(N=C(N1)N(CCOC)CCOC)C(=NC(=N2)N(CCOC)CCOC)N2CCC(CC2)(OC)C)C 4,8-bis(4-methoxy-4-methylpiperidin-1-yl)-N2,N2,N6,N6-tetrakis(2-methoxyethyl)pyrimido[5,4-d]pyrimidine-2,6-diamine